3-[2-chloro-4-fluoro-5-[3-(trifluoromethyl)pyrazin-2-yl]phenyl]-5-methyl-4H-isoxazole-5-carboxylic acid ethyl ester C(C)OC(=O)C1(CC(=NO1)C1=C(C=C(C(=C1)C1=NC=CN=C1C(F)(F)F)F)Cl)C